CSC=1NC(C2=C(N1)NC(CC2C2=CC(=CC=C2)[N+](=O)[O-])=O)=O 2-methylsulfanyl-5-(3-nitrophenyl)-5,6-dihydropyrido[2,3-d]pyrimidine-4,7(3h,8h)-dione